2-pentyl-1-nonanol C(CCCC)C(CO)CCCCCCC